FC1=NC=CC=C1B(O)O 2-FLUOROPYRIDINE-3-BORONIC ACID